(4-phenyl-6-(pyridin-4-ylamino)-1,3,5-triazin-2-ylamino)ethanol C1(=CC=CC=C1)C1=NC(=NC(=N1)NC1=CC=NC=C1)NC(C)O